N-((2S,3S)-1-(bicyclo[1.1.1]pent-1-ylcarbonyl)-2-((3',5'-difluorobiphenyl-3-yl)methyl)pyrrolidin-3-yl)methanesulfonamide C12(CC(C1)C2)C(=O)N2[C@H]([C@H](CC2)NS(=O)(=O)C)CC=2C=C(C=CC2)C2=CC(=CC(=C2)F)F